C(CC)NC(=O)N propyl-urea